C1(=CC=CC=C1)NC(=O)NC1=CN=NS1 N-phenyl-N'-1,2,3-thiadiazol-5-ylurea